hydroxy-1-(oxetan-3-yl)piperidin OC1N(CCCC1)C1COC1